methyl 3-(4-(3,4-difluoro-2-(trifluoromethyl)phenyl)piperidine-1-carbonyl)-1,4,5,7-tetrahydro-6H-pyrazolo[3,4-c]pyridine-6-carboxylate FC=1C(=C(C=CC1F)C1CCN(CC1)C(=O)C1=NNC=2CN(CCC21)C(=O)OC)C(F)(F)F